FC(C)(F)C1=NC(=CC(=N1)NC1=CC(=NC=C1OC)NC(C)=O)CC N-(4-((2-(1,1-difluoroethyl)-6-ethylpyrimidin-4-yl)amino)-5-methoxypyridin-2-yl)acetamide